C1(CCCC1)N1C(=CC2=C1N=C(N=C2)NC2=NC=C(C=C2)N2CCC(CC2)N2CCN(CC2)CC2=CC=C(C=C2)NC2C(NC(CC2)=O)=O)C(=O)N(C)C 7-cyclopentyl-2-((5-(4-(4-(4-((2,6-dioxopiperidin-3-yl)amino)benzyl)piperazin-1-yl)piperidin-1-yl)pyridin-2-yl)amino)-N,N-dimethyl-7H-pyrrolo[2,3-d]pyrimidine-6-carboxamide